furyl alcohol C1=COC(=C1)CO